FCCOCC1=C(C=C(C=C1)C)N1C(SCC1=O)=NC(N)=O 3-(3-(2-((2-fluoroethoxy)methyl)-5-methylphenyl)-4-oxothiazolidin-2-ylidene)urea